3-[({1-[(3,4-Dichlorophenyl)methyl]-5-methyl-1H-1,2,3-triazol-4-yl}carbonyl)amino]-4-(methyloxy)benzoic acid ClC=1C=C(C=CC1Cl)CN1N=NC(=C1C)C(=O)NC=1C=C(C(=O)O)C=CC1OC